S(C1=C(C=CC2=CC=CC=C12)O)C1=C(C=CC2=CC=CC=C12)O thiobis(β-naphthol)